P(O)(O)=O.C(=C)C1=CC=C(C=C1)C[Na] (4-vinylphenyl)methyl-sodium phosphonate